1-(1H-indazol-4-yl)-7-chloro-1,3-dihydroquinazoline-2,4-dione N1N=CC2=C(C=CC=C12)N1C(NC(C2=CC=C(C=C12)Cl)=O)=O